C1(=CC=CC=C1)C(=C)P(O)=O Z-(1-phenylvinyl)phosphinic acid